2-(but-3-en-2-yloxy)tetrahydrofuran CC(C=C)OC1OCCC1